6-(2-chloro-4-methylphenyl)-2-((4,5-dimethyloxazol-2-yl)methyl)indazole-4-carboxylic acid ClC1=C(C=CC(=C1)C)C=1C=C(C2=CN(N=C2C1)CC=1OC(=C(N1)C)C)C(=O)O